5-chloro-3-methyl-imidazo[1,2-a]pyrazine ClC1=CN=CC=2N1C(=CN2)C